NC=1N=CC(=NC1OCC1=C(C(=CC=C1F)F)Cl)C=1C=C(C(=O)NCCCN2CCOCC2)C=CC1 3-[5-amino-6-(2-chloro-3,6-difluoro-benzyloxy)-pyrazin-2-yl]-N-(3-morpholin-4-yl-propyl)-benzamide